Cl.FC1=C(C=C(C=C1)F)[C@]([C@@H](C)C=1SC=C(N1)C1=CC=C(C#N)C=C1)(CN1N=CN=C1)O 4-(2-((2R,3R)-3-(2,5-difluorophenyl)-3-hydroxy-4-(1H-1,2,4-triazol-1-yl)butan-2-yl)thiazol-4-yl)benzonitrile hydrochloride